1-Benzyl-3-methylimidazolium chlorid [Cl-].C(C1=CC=CC=C1)N1C=[N+](C=C1)C